racemic-5-(1-(azetidin-1-yl)ethyl)-1-methyl-1H-pyrazole-3-sulfonamide N1(CCC1)[C@H](C)C1=CC(=NN1C)S(=O)(=O)N |r|